[N+](=O)([O-])C1=CC=C(C=2C1=NON2)NCC2CCNCC2 7-Nitro-N-(piperidin-4-ylmethyl)benzo[c][1,2,5]oxadiazol-4-amine